C(C1=CC=CC=C1)N1C(N(C=2N=C(N(C2C1=O)C)SC)C)=O 1-benzyl-3,7-dimethyl-8-(methylthio)-1H-purine-2,6(3H,7H)-dione